BrC=1C=C(C(N(C1)C)=O)NC1=CC=C(C=N1)N1[C@H](CN(CC1)C1C[C@@H](N(CC1)C=1C=C(C(C#N)=CC1)C#N)C)C 4-((2S)-4-((S)-4-(6-((5-bromo-1-methyl-2-oxo-1,2-dihydropyridin-3-yl)amino)pyridin-3-yl)-3-methylpiperazin-1-yl)-2-methylpiperidin-1-yl)phthalonitrile